(1S,2S,3S,6R)-6-((5-((4-fluorobenzyl)oxy)pentyl)amino)-4-(fluoromethyl)cyclohex-4-ene-1,2,3-triol FC1=CC=C(COCCCCCN[C@@H]2C=C([C@@H]([C@@H]([C@H]2O)O)O)CF)C=C1